1-[2-methyl-5-(2,2,2-trifluoroethoxy)-4-(trifluoromethyl)pyrazol-3-yl]Pyrazole CN1N=C(C(=C1N1N=CC=C1)C(F)(F)F)OCC(F)(F)F